[5-(trifluoromethyl)-1,2,4-oxadiazol-3-yl]benzoyl-hydrazine FC(C1=NC(=NO1)N(N)C(C1=CC=CC=C1)=O)(F)F